7-chloro-6-(2-chloro-6-hydroxyphenyl)-1-((3-fluoro-1-(2-fluoroacryloyl)azetidin-3-yl)methyl-d2)-4-(2-isopropyl-4-methylpyridin-3-yl)-1,4-dihydropyrido[2,3-b]pyrazine-2,3-dione ClC1=CC2=C(N(C(C(N2C([2H])([2H])C2(CN(C2)C(C(=C)F)=O)F)=O)=O)C=2C(=NC=CC2C)C(C)C)N=C1C1=C(C=CC=C1O)Cl